CC=1SC(=CN1)C 2,5-dimethyl-thiazole